5-(3-CHLORO-2,6-DIFLUOROPHENYL)PYRIDINE 1-OXIDE ClC=1C(=C(C(=CC1)F)C=1C=CC=[N+](C1)[O-])F